NC1=CC=C(C(=C1C=O)C)OC 6-Amino-3-methoxy-2-methylbenzaldehyde